C1(CC1)N1N=CC2=C(C(=CC=C12)[N+](=O)[O-])N1C[C@@H]([C@@H](C1)C)NC(OC(C)(C)C)=O tert-butyl N-[(3R,4R)-1-(1-cyclopropyl-5-nitro-indazol-4-yl)-4-methyl-pyrrolidin-3-yl]carbamate